OC1[C@H](CN(C[C@H]1C)C(=O)OCC1=CC=CC=C1)C benzyl (3S,5R)-4-hydroxy-3,5-dimethylpiperidine-1-carboxylate